N1=CC(=CC=C1)C(=O)OC1COC(CC1)C 6-methyloxan-3-yl pyridine-3-carboxylate